C=CC1=CC(=CC=C1)S(=O)(=O)[O-].[Na+] sodium styrene-3-sulfonate